C(C)OC(=O)C1=C(N=C(S1)N1CCC(CC1)N1C[C@@H](CCC1)C)C1=C(C=CC=C1)Cl 4-(2-Chlorophenyl)-2-[(3R)-3-methyl-[1,4'-bipiperidine]-1'-yl]-1,3-thiazole-5-carboxylic acid ethyl ester